C(C1=CC=CC=C1)(=O)OC1=CC=CC=C1 phenyl benzoate